ClC1=C(C(=CC=C1)F)C1C(CN(C1)CC(F)(F)F)C(=O)OCC ethyl 4-(2-chloro-6-fluorophenyl)-1-(2,2,2-trifluoroethyl)pyrrolidine-3-carboxylate